(S)-1-((R)-2-hydroxy-4-methylpentanoyl)-N-((S)-3-oxo-1-((S)-2-oxopyrrolidin-3-yl)-4-(trifluoromethoxy)butan-2-yl)piperidine-2-carboxamide [1-(1-aminoethyl)-2-oxopropyl]phosphonate NC(C)C(C(C)=O)P(O)(O)=O.O[C@@H](C(=O)N1[C@@H](CCCC1)C(=O)N[C@@H](C[C@H]1C(NCC1)=O)C(COC(F)(F)F)=O)CC(C)C